1-(2-p-methoxybenzyloxypyridin-3-yl)-ethylamine COC1=CC=C(COC2=NC=CC=C2C(C)N)C=C1